(2-(4-(tert-butoxycarbonyl)piperazin-1-yl)pyridin-4-yl)boric acid C(C)(C)(C)OC(=O)N1CCN(CC1)C1=NC=CC(=C1)OB(O)O